benzyl-dimethylstearyl-ammonium chloride [Cl-].C(C1=CC=CC=C1)[N+](CCCCCCCCCCCCCCCCCC)(C)C